CN(C)C(=S)[S-] The molecule is a member of the class of dithiocarbamate anions resulting from the removal of the proton from the dithiocarbamic acid moiety of dimethyldithiocarbamic acid. The major species at pH 7.3. It is a conjugate base of a dimethyldithiocarbamic acid.